C(C)(C)(C)OC(=O)N1CC(CCC1)C1=CC=2N(C=C1)C(=CN2)C2=CC(=C(C(=C2)OC)C(NC2CC2)=O)OC(F)F 3-[3-[4-(Cyclopropylcarbamoyl)-3-(difluoromethoxy)-5-methoxy-phenyl]imidazo[1,2-a]pyridin-7-yl]piperidine-1-carboxylic acid tert-butyl ester